(7R,14R)-1-(difluoromethoxy)-11-(4-hydroxypent-1-yn-1-yl)-6-(methyl-d3)-6,7-dihydro-7,14-methanobenzo[f]benzo[4,5]imidazo[1,2-a][1,4]diazocin-5(14H)-one FC(OC1=CC=CC=2C(N([C@H]3C=4N([C@@H](C21)C3)C3=C(N4)C=CC(=C3)C#CCC(C)O)C([2H])([2H])[2H])=O)F